tert-butyl 3-[(5-bromopyrimidin-2-yl)amino]azetidine-1-carboxylate BrC=1C=NC(=NC1)NC1CN(C1)C(=O)OC(C)(C)C